3-[(1-Methylpiperidin-3-yl)oxy]-5-(5-methyl-1,3-thiazol-2-yl)-N-{(1R)-1-[2-(trifluoromethyl)pyrimidin-5-yl]ethyl}benzamide lithium(0) [Li].CN1CC(CCC1)OC=1C=C(C(=O)N[C@H](C)C=2C=NC(=NC2)C(F)(F)F)C=C(C1)C=1SC(=CN1)C